ClC1=C(C(=O)N2N=C(C=C2NCC=2SC(=CC2)Cl)C2CN(CC2)S(=O)(=O)N(C)C)C=CC=C1 3-[1-(2-chlorobenzoyl)-5-{[(5-chlorothiophen-2-yl)methyl]amino}-1H-pyrazol-3-yl]-N,N-dimethylpyrrolidine-1-sulfonamide